2,4-Dichloro-N-isopropyl-N-(2-isopropylaminoethyl)benzenesulfonamide ClC1=C(C=CC(=C1)Cl)S(=O)(=O)N(CCNC(C)C)C(C)C